8-[(2s,5r)-5-ethyl-4-{[2-methoxy-4-(trifluoromethoxy)phenyl]methyl}-2-methylpiperazin-1-yl]-5-methyl-6-oxo-5,6-dihydro-1,5-naphthyridine-2-carbonitrile C(C)[C@H]1N(C[C@@H](N(C1)C1=CC(N(C=2C=CC(=NC12)C#N)C)=O)C)CC1=C(C=C(C=C1)OC(F)(F)F)OC